FC(C=1C=C(C=C(C1)C(F)(F)F)C1=NN(C=N1)\C=C/C(=O)NN1C(C=C(C1)C)=O)(F)F (Z)-3-(3-(3,5-bis(trifluoromethyl)phenyl)-1H-1,2,4-triazol-1-yl)-N-(4-methyl-2-oxo-2,5-dihydro-1H-pyrrol-1-yl)acrylamide